CC=1C(=CC(=NC1)N1C(C=CC=C1)=O)N1C(C=CC=C1C)=O 5',6''-dimethyl-2H,2''H-[1,2':4',1''-terpyridine]-2,2''-dione